1-[1-[6-(difluoromethyl)-5-(2,8-dimethylimidazo[1,2-a]pyridin-6-yl)-2-pyridyl]-4-piperidyl]-3-methyl-azetidin-3-amine FC(C1=C(C=CC(=N1)N1CCC(CC1)N1CC(C1)(N)C)C=1C=C(C=2N(C1)C=C(N2)C)C)F